ClC1=C(C=CC(=C1)OC1=CC=C(C=C1)Cl)[C@@]1(OC[C@@H](O1)C)CN1N=CN=C1 ({(2S,4S)-2-[2-chloro-4-(4-chlorophenoxy)phenyl]-4-methyl-1,3-dioxolan-2-yl}methyl)-1H-1,2,4-triazole